3-(benzyloxy)-8-methoxy-2,9-dimethyl-spiro[benzo[C]chromen-6,1'-cyclopentane] C(C1=CC=CC=C1)OC1=C(C=C2C3=C(C=C(C(=C3)C)OC)C3(CCCC3)OC2=C1)C